4-amino-1-((2R,3S,4R,5R)-3-fluoro-5-(fluoromethyl)-4-hydroxy-5-(hydroxymethyl)-tetrahydrofuran-2-yl)pyrimidin-2(1H)-one NC1=NC(N(C=C1)[C@@H]1O[C@@]([C@H]([C@@H]1F)O)(CO)CF)=O